BrC=1C=C(C=CC1)N(C(=O)C1CC(C1)(C(F)(F)F)O)CC12CCC(CC1)(CC2)C2=NC(=NO2)C(C)(C)C (1S,3S)-N-(3-bromophenyl)-N-((4-(3-(tert-butyl)-1,2,4-oxadiazol-5-yl)bicyclo[2.2.2]octan-1-yl)methyl)-3-hydroxy-3-(trifluoromethyl)cyclobutane-1-carboxamide